FC=1C=C(OC=2N=NC(=CC2C(=O)NC2=CC(=CC=C2)S(=O)(=N)C)C(F)(F)F)C=CC1OC(F)(F)F 3-(3-fluoro-4-trifluoromethoxyphenoxy)-N-(3-(S-methylsulfonimidoyl)phenyl)-6-(trifluoromethyl)pyridazine-4-carboxamide